(R)-N-(4-(3-((7-methoxyquinazolin-2-yl)amino)piperidine-1-carbonyl)phenyl)acrylamide COC1=CC=C2C=NC(=NC2=C1)N[C@H]1CN(CCC1)C(=O)C1=CC=C(C=C1)NC(C=C)=O